(3R,7R)-9-(1-(6-(1H-1,2,4-triazol-1-yl)pyridin-3-yl)ethyl)-2-(3,4-dichlorobenzoyl)-3,7-dimethyl-1,2,3,4,8,9-hexahydropyrido[4',3':3,4]pyrazolo[1,5-a]pyrazin-10(7H)-one N1(N=CN=C1)C1=CC=C(C=N1)C(C)N1C(C=2N([C@@H](C1)C)N=C1C2CN([C@@H](C1)C)C(C1=CC(=C(C=C1)Cl)Cl)=O)=O